C(C)(C)(C)C1=[O+]C2=CC(=CC=C2C(=C1)\C=C\C=C\C=C/1\N(C2=CC=C(C=C2C1(C)C)S(=O)(=O)[O-])CCCCCC(N)=O)N(CC)CC 2-tert-butyl-4-[(1E,3E)-5-[(2E)-1-(5-carbamoylpentyl)-3,3-dimethyl-5-sulfonato-2,3-dihydro-1H-indol-2-ylidene]penta-1,3-dien-1-yl]-7-(diethylamino)-1λ4-chromen-1-ylium